7-bromo-4-chloro-2,3-dihydroisoindol-1-one BrC=1C=CC(=C2CNC(C12)=O)Cl